ClC=1C=C(C=C(C1)Cl)S(=O)(=O)NC1=CC=C(C=C1)S(NC1=C(C=CC=C1)C#N)(=O)=O 3,5-dichloro-N-(4-(N-(2-cyanophenyl)sulfamoyl)phenyl)benzenesulfonamide